4-(4-fluoro-3-methyl-phenyl)-3-isopropyl-7-methoxy-1-oxo-quinolin-1-ium FC1=C(C=C(C=C1)C1=C(C[N+](C2=CC(=CC=C12)OC)=O)C(C)C)C